OC=1C=C(C(=O)OC)C=CC1C=C methyl 3-hydroxy-4-vinyl-benzoate